5-aminonaphthalene-1-sulfonic acid sodium salt [Na+].NC1=C2C=CC=C(C2=CC=C1)S(=O)(=O)[O-]